bromopropyl (trifluoromethyl) sulfide FC(F)(F)SCCCBr